7-((4-(2-fluoro-6-(methylcarbamoyl)pyridin-3-yl)piperazin-1-yl)methyl)thieno[3,2-c]quinolin-4(5H)-one FC1=NC(=CC=C1N1CCN(CC1)CC=1C=CC=2C3=C(C(NC2C1)=O)C=CS3)C(NC)=O